3-(3-fluoro-1-(4-(5,6,7,8-tetrahydro-1,8-naphthyridin-2-yl)butyl)azetidin-3-yl)-3-(3-fluoro-4-methoxyphenyl)propionic acid FC1(CN(C1)CCCCC1=NC=2NCCCC2C=C1)C(CC(=O)O)C1=CC(=C(C=C1)OC)F